5-((8-isopropyl-5-(2,2,2-trifluoroethoxy)-[1,2,4]triazolo[1,5-a]pyridin-2-yl)amino)-2-(4-methyl-1H-imidazol-1-yl)benzonitrile C(C)(C)C=1C=2N(C(=CC1)OCC(F)(F)F)N=C(N2)NC=2C=CC(=C(C#N)C2)N2C=NC(=C2)C